ONC(C1=C(C=C(C=C1)F)F)=O N-hydroxy-2,4-difluorobenzamide